2-[4-[4-(methylamino)-5-nitro-2-pyridyl]phenyl]acetate CNC1=CC(=NC=C1[N+](=O)[O-])C1=CC=C(C=C1)CC(=O)[O-]